4'-(diphenylamino)-[1,1'-biphenyl]-4-formaldehyde C1(=CC=CC=C1)N(C1=CC=C(C=C1)C1=CC=C(C=C1)C=O)C1=CC=CC=C1